racemic-N-(3-{2-[(3-methoxy-1-methyl-1H-pyrazol-4-yl)amino]pyrimidin-4-yl}-1H-indol-7-yl)-2-(4-methylpiperazin-1-yl)butanamide COC1=NN(C=C1NC1=NC=CC(=N1)C1=CNC2=C(C=CC=C12)NC([C@@H](CC)N1CCN(CC1)C)=O)C |r|